ClC=1C=CC=C2C(C=C(OC12)C1=C(OCCNCC(=O)N)C=C(C=C1)C(F)(F)F)=O 2-[2-[2-(8-chloro-4-oxo-chromen-2-yl)-5-(trifluoromethyl)phenoxy]ethylamino]acetamide